ClCCN1N=CC(=C1CO)[N+](=O)[O-] (1-(2-chloroethyl)-4-nitro-1H-pyrazol-5-yl)methanol